NC1(CCN(CC1)C1=NC(=C(C(=N1)C(=O)N)C1=CC(=CC=C1)F)O)C 2-(4-amino-4-methyl-piperidin-1-yl)-5-(3-fluoro-phenyl)-6-hydroxy-pyrimidine-4-carboxylic acid amide